C(C)OC(=O)C=1C=C(NC1)C1=CC(=CC(=C1)F)F (3,5-difluorophenyl)Azole-4-carboxylic acid ethyl ester